tert-butyl N-methyl-N-(4,5,6,7-tetrahydrobenzothiophen-6-yl)carbamate CN(C(OC(C)(C)C)=O)C1CC2=C(C=CS2)CC1